4-[5-fluoro-2-(1-methylpyrazol-4-yl)-1H-pyrrolo[2,3-b]pyridin-4-yl]piperidine FC=1C(=C2C(=NC1)NC(=C2)C=2C=NN(C2)C)C2CCNCC2